ClC1=C(C(=O)N(C)C)C=CC(=C1)OC1CCC(CC1)C1CCN(CC1)C([C@@](C(F)(F)F)(C1=CC(=CC=C1)OC)O)=O |o1:26| 2-chloro-N,N-dimethyl-4-((1S,4s)-4-(1-((R or S)-3,3,3-trifluoro-2-hydroxy-2-(3-methoxyphenyl)propanoyl)piperidin-4-yl)cyclohexyloxy)benzamid